CN(C1=NC=C(C(=N1)C)C(=O)N1CC(OCC1)C1=NC(=CC(=C1)CC1=CC=C(C=C1)C)C)C (2-(dimethylamino)-4-methylpyrimidin-5-yl)(2-(6-methyl-4-(4-methylbenzyl)pyridin-2-yl)morpholino)methanone